O[C@H]([C@H](C)N(C(CCCCCCC)=O)C)C1=CC=CC=C1 N-((1S,2S)-1-hydroxy-1-phenylpropane-2-yl)-N-methyloctanamide